iodosyl triflate O(S(=O)(=O)C(F)(F)F)I=O